ClC1=C(C=CC(=C1)F)C(C(=O)OC)(C)F methyl 2-(2-chloro-4-fluoro-phenyl)-2-fluoro-propanoate